6,7-dimethoxy-2-(3-fluoro-4-methoxyphenyl)quinoline COC=1C=C2C=CC(=NC2=CC1OC)C1=CC(=C(C=C1)OC)F